1-[3-cyano-4-(4-bromophenyl)thiophen-2-yl]-3-[4-(pyrrolidin-1-yl)butyl]urea C(#N)C1=C(SC=C1C1=CC=C(C=C1)Br)NC(=O)NCCCCN1CCCC1